tetraaminoplatinum dichloride N[Pt](N)(N)(N)(Cl)Cl